C1[C@H]([C@@H]([C@H]([C@@H](O1)O)O)O)O[C@H]2[C@@H]([C@H]([C@@H]([C@H](O2)C(=O)O)O)O)O The molecule is a glycosylxylose consisting of beta-D-glucopyranuronic acid and beta-D-xylopyranose joined in sequence by a (1->4) glycosidic bond. It is a glucosiduronic acid, a glycosylxylose and a monocarboxylic acid.